(3aS,5aS,8R,9R,10aS)-9-(tert-butyl)-9-hydroxy-2,4,7-trioxo-6-(3-(trifluoromethyl)phenyl)octahydro-4H,9H-furo[3'',2'':2',3']cyclopenta[1',2':3,4]furo[2,3-b]pyrrol-8-yl benzoate C(C1=CC=CC=C1)(=O)O[C@@H]1C23[C@@H](N(C1=O)C1=CC(=CC=C1)C(F)(F)F)OC([C@]21[C@H](C[C@@]3(O)C(C)(C)C)OC(C1)=O)=O